racemic-4-(7-acryloyl-4-oxa-7-azaspiro[2.5]octan-5-yl)-6-chloro-N-methyl-[2,4'-bipyridine]-2'-carboxamide C(C=C)(=O)N1C[C@H](OC2(CC2)C1)C1=CC(=NC(=C1)Cl)C1=CC(=NC=C1)C(=O)NC |r|